5-[(1-tert-butoxycarbonylazetidin-3-yl)amino]-2-methyl-benzoic acid C(C)(C)(C)OC(=O)N1CC(C1)NC=1C=CC(=C(C(=O)O)C1)C